FC1=C(C(=C(C(=C1F)SC)F)F)S(=O)(=O)C1=CC=C(C=C1)NC(OC(C)(C)C)=O tert-butyl (4-((2,3,5,6-tetrafluoro-4-(methylthio)phenyl)sulfonyl)phenyl)carbamate